F[C@@H]1CN(C[C@H](C1)NC1=NC=CC(=N1)C1=C(N=C(S1)C)OC1=CC=C(C2=CC=CC=C12)NCCC(F)(F)F)C(=O)OC(C)(C)C tert-butyl (3S,5S)-3-fluoro-5-[[4-[2-methyl-4-[[4-(3,3,3-trifluoropropylamino)-1-naphthyl]oxy]thiazol-5-yl]pyrimidin-2-yl]amino]piperidine-1-carboxylate